2-((1-methylpiperidin-4-yl)carbamoyl)-4-((3-oxo-3-(tridecyloxy)propyl)thio)butanoate CN1CCC(CC1)NC(=O)C(C(=O)[O-])CCSCCC(OCCCCCCCCCCCCC)=O